METHYL-2-BUTYL BUTYRATE C(CCC)(=O)OC(CC)CC